3-bromo-1-[(4-chlorophenyl)methyl]-4-methyl-4,5-dihydro-1H-1,2,4-triazol-5-one BrC1=NN(C(N1C)=O)CC1=CC=C(C=C1)Cl